CC1=C(C(=CC=C1)C)C1=CC(=CC=C1)[C@H](CC(=O)OC)NC(C(CC(C)C)N1C(C=C(C(=C1)CCN1CC(C1)F)C)=O)=O (3S)-methyl 3-(2',6'-dimethylbiphenyl-3-yl)-3-(2-(5-(2-(3-fluoroazetidin-1-yl)ethyl)-4-methyl-2-oxopyridin-1(2H)-yl)-4-methylpentanamido)propanoate